4-nitrophenyl (methyl-d3)carbamate C([2H])([2H])([2H])NC(OC1=CC=C(C=C1)[N+](=O)[O-])=O